C(N)(=O)C1=CC=C(C(=C1C1=C(C(=CC2=C1[C@@H]([C@](O2)(C2=CC=CC=C2)CN(C(OC(C)(C)C)=O)C)CO)F)Cl)F)OC tert-butyl (((2S,3R,4R)-4-(6-carbamoyl-2-fluoro-3-methoxyphenyl)-5-chloro-6-fluoro-3-(hydroxymethyl)-2-phenyl-2,3-dihydrobenzofuran-2-yl)methyl)(methyl)carbamate